P(=O)(OC1=C2C(=CNC2=CC=C1)CC([2H])([2H])N(C)C)(O)O 3-(2-(dimethylamino)ethyl-2,2-d)-1H-indol-4-yl dihydrogen phosphate